1-(Cyclopropylsulfonyl)azetidin-3-yl(8-amino-7-fluoro-6-(8-methyl-2,3-dihydro-1H-pyrido[2,3-b][1,4]oxazin-7-yl)isoquinolin-3-yl)carbamate C1(CC1)S(=O)(=O)N1CC(C1)N(C([O-])=O)C=1N=CC2=C(C(=C(C=C2C1)C1=C(C2=C(OCCN2)N=C1)C)F)N